NC1=C(C=CC(=C1)N)S(=O)(=O)O 2,4-diaminobenzenesulfonic acid